4-(2-methylpropyl)-1-(2-nitrophenyl)-1,4-diazepan-5-one CC(CN1CCN(CCC1=O)C1=C(C=CC=C1)[N+](=O)[O-])C